methyl 2-chloro-6-((4-(4-(4-(dimethoxymethyl)piperidin-1-yl)phenyl)-5-methylpyridin-3-yl)oxy)benzoate ClC1=C(C(=O)OC)C(=CC=C1)OC=1C=NC=C(C1C1=CC=C(C=C1)N1CCC(CC1)C(OC)OC)C